4-(4-((6-((1-acryloylpiperidin-4-yl)amino)-7-methoxyquinazolin-4-yl)amino)-3-fluorophenoxy)picolinic acid C(C=C)(=O)N1CCC(CC1)NC=1C=C2C(=NC=NC2=CC1OC)NC1=C(C=C(OC2=CC(=NC=C2)C(=O)O)C=C1)F